C(C=1C(S)=CC=CC1)(=O)[O-] ThioSalicylate